N-(4-((4-methylpiperazin-1-yl)methyl)phenyl)-1H-indazole-3-carboxamide CN1CCN(CC1)CC1=CC=C(C=C1)NC(=O)C1=NNC2=CC=CC=C12